Sodium (S)-2-methylpent-4-ene-1-sulfinate C[C@H](CS(=O)[O-])CC=C.[Na+]